N-{4-[(3S,5R)-3-amino-5-methylpiperidin-1-yl]-2,3-dihydrofuro[2,3-b]pyridin-5-yl}-6-(2,6-difluoro-3-methoxyphenyl)-5-fluoropyridine-2-carboxamide N[C@@H]1CN(C[C@@H](C1)C)C1=C2C(=NC=C1NC(=O)C1=NC(=C(C=C1)F)C1=C(C(=CC=C1F)OC)F)OCC2